CN1N=C(C=C1C)NC1=NC=C(C(=N1)C1=CNC2=C(C=CC=C12)NC(CN1C[C@H](CC1)OC1=NC=C(C(=N1)N(C)C)F)=O)C (S)-N-(3-(2-((1,5-dimethyl-1H-pyrazol-3-yl)amino)-5-methylpyrimidin-4-yl)-1H-indol-7-yl)-2-(3-((4-(dimethylamino)-5-fluoropyrimidin-2-yl)oxy)pyrrolidin-1-yl)acetamide